(R)-1-(5-(6-chloro-7-fluoro-3-(1H-imidazol-1-yl)-5-methoxy-1-methyl-1H-indol-2-yl)-1H-1,2,4-triazol-3-yl)-N-(2-methoxyethyl)-N-methylethan-1-amine ClC1=C(C=C2C(=C(N(C2=C1F)C)C1=NC(=NN1)[C@@H](C)N(C)CCOC)N1C=NC=C1)OC